2-oxo-2-{[(1RS,2RS)-2,6,6-trimethylcycloheptyl]oxy}ethyl propionate C(CC)(=O)OCC(O[C@H]1[C@@H](CCCC(C1)(C)C)C)=O |r|